C(C)N(C1=CC=C2C=C(C=NC2=C1)C(=O)O)CC 7-(diethylamino)quinoline-3-carboxylic acid